O=S1(=NCCC1)C1=C(C=C(C=N1)NC(=O)C=1C=NN(C1C(F)(F)F)C=1C=2C3=C(C(NC3=CC1)=O)C=CC2)C(F)(F)F N-(6-(1-oxido-4,5-dihydro-3H-1λ6-isothiazol-1-yl)-5-trifluoromethylpyridin-3-yl)-1-(2-oxo-1,2-Dihydrobenzo[cd]indol-6-yl)-5-trifluoromethyl-1H-pyrazole-4-carboxamide